ClC1=CC(=C(C=N1)C1=NC=C(C=C1F)CN1CCC(CC1)C1(CC1)O)F 1-(1-((6'-Chloro-3,4'-difluoro-[2,3'-bipyridin]-5-yl)methyl)piperidin-4-yl)cyclopropan-1-ol